C1(CCCCC1)C1=NC(=NC=C1)NCC=1C(=NOC1C1=CC=C(C(=N1)C)NC(=O)C1C(C1C(=O)O)(F)F)C 3-((6-(4-(((4-cyclohexylpyrimidin-2-yl)amino)methyl)-3-methylisoxazol-5-yl)-2-methylpyridin-3-yl)carbamoyl)-2,2-difluorocyclopropane-1-carboxylic acid